di(isooctyl) sebacate C(CCCCCCCCC(=O)OCCCCCC(C)C)(=O)OCCCCCC(C)C